C(C)OC1=C(C=C(C=C1)C1CCC2(CN(C2)C(=O)C2CC(C2)(C)O)CC1)C(F)(F)F (7-(4-Ethoxy-3-(trifluoromethyl)phenyl)-2-azaspiro[3.5]nonan-2-yl)((1s,3s)-3-hydroxy-3-methylcyclobutyl)methanone